C(CCCCCCCCCCCCC\C=C/CCCCCCCC)(=O)OCCCCCCCCCCCCCCCCCCC nonadecyl nervonate